FC1=C(OC2CCC(CC2)(C(=O)OCC2=CC=CC3=CC=CC=C23)C)C=C(C(=C1)OC)C(N[C@@H]1[C@@H](CCCCCC1)C(NCC1(CCC1)C)=O)=O |r| Naphthalen-1-ylmethyl (1R-4s)-4-(2-fluoro-4-methoxy-5-(((1SR,2RS)-2-(((1-methylcyclobutyl)methyl)carbamoyl)cyclooctyl)carbamoyl)phenoxy)-1-methylcyclohexane-1-carboxylate